N1=C(C=CC=C1)C1=C(NC2=NC=CN=C21)C2=CC(=NC=C2)NC(CCC)=O N-{4-[7-(pyridin-2-yl)-5H-pyrrolo[2,3-b]pyrazin-6-yl]pyridin-2-yl}butanamide